(3S,4R)-4-(3-((4-amino-7-methyl-5-(4-phenoxyphenyl)-7H-pyrrolo[2,3-d]pyrimidin-6-yl)ethynyl)azetidin-1-yl)-1-(vinylsulfonyl)piperidin-3-ol formate C(=O)O[C@H]1CN(CC[C@H]1N1CC(C1)C#CC1=C(C2=C(N=CN=C2N)N1C)C1=CC=C(C=C1)OC1=CC=CC=C1)S(=O)(=O)C=C